tert-Butyl 4-{2-[2-cyano-5-({2-[6-(2,2,2-trifluoroethyl)quinazolin-4-yl]-2,7-diazaspiro[3.5]non-7-yl}methyl)-1H-indol-1-yl]ethyl}piperazine-1-carboxylate C(#N)C=1N(C2=CC=C(C=C2C1)CN1CCC2(CN(C2)C2=NC=NC3=CC=C(C=C23)CC(F)(F)F)CC1)CCN1CCN(CC1)C(=O)OC(C)(C)C